(R)-7-Chloro-N-(2-(4-cyanothiazolidin-3-yl)-2-oxoethyl)-6-morpholino-quinoline-4-carboxamide ClC1=C(C=C2C(=CC=NC2=C1)C(=O)NCC(=O)N1CSC[C@H]1C#N)N1CCOCC1